ClC1=C(C=C(C=C1)C(N1C[C@@H](N(C[C@H]1C)C=1C=2N=C(N(C2N2C(N1)=NN=C2)C[C@H]2OCCC2)C)C)C2CC(C2)(F)F)C 4-((2S,5R)-4-((4-chloro-3-methylphenyl)(3,3-difluorocyclobutyl)methyl)-2,5-dimethylpiperazin-1-yl)-2-methyl-1-(((S)-tetrahydrofuran-2-yl)methyl)-1H-[1,2,4]triazolo[3,4-b]purine